FC1=C(C=C(C(=O)O)C=C1)OCCOC1OCCCC1 4-fluoro-3-(2-((tetrahydro-2H-pyran-2-yl)oxy)ethoxy)benzoic acid